C(C1=CC=CC=C1)[C@@H]1[C@H]([C@@H](OC([C@H](COC1=O)NC(=O)C1=NC=CC(=C1OCOC(C(C)C)=O)OC)=O)C)OC(C(C)C)=O (3S,6S,7R,8R)-8-benzyl-3-[({3-[(isobutyryloxy)methoxy]-4-methoxypyridine-2-yl}carbonyl)amino]-6-methyl-4,9-dioxo-1,5-dioxonan-7-yl-2-methylpropanoate